Methyl (S)-2-(4-(6-((4-cyano-2-fluorobenzyl)oxy)pyridin-2-yl)-2-fluorobenzyl)-1-((1-methylazetidin-2-yl)methyl)-1H-benzo[d]imidazole-6-carboxylate C(#N)C1=CC(=C(COC2=CC=CC(=N2)C2=CC(=C(CC3=NC4=C(N3C[C@H]3N(CC3)C)C=C(C=C4)C(=O)OC)C=C2)F)C=C1)F